6-(3-methoxyphenyl)-2-(2-methoxypyridin-4-yl)-5,7-dimethyl-2,6-dihydro-1H-pyrrolo[3,4-d]pyridazin-1-one COC=1C=C(C=CC1)N1C(=C2C(N(N=CC2=C1C)C1=CC(=NC=C1)OC)=O)C